C(C(=C)C)(=O)NOC(C(=C)C)=O N,O-dimethacryloylhydroxylamine